5-(1H-imidazol-1-yl)-2-(6-(((1R,3r,5S)-8-methyl-8-azabicyclo[3.2.1]oct-6-en-3-yl)oxy)pyridazin-3-yl)phenol N1(C=NC=C1)C=1C=CC(=C(C1)O)C=1N=NC(=CC1)OC1C[C@@H]2C=C[C@H](C1)N2C